anti-N-acetylgalactosamine C(C)(=O)N[C@H]1C(O)O[C@@H]([C@@H]([C@@H]1O)O)CO